[N+](=O)([O-])CC1C2=C(OCC1)SC=C2 4-(Nitromethyl)-3,4-dihydro-2H-thieno[2,3-b]pyran